(S,Z)-3-(4-chlorophenyl)-N'-((4-chlorophenyl)sulfonyl)-4-phenyl-N-(1-sulfamoylpiperidin-4-yl)-4,5-dihydro-1H-pyrazole-1-carboximidamide ClC1=CC=C(C=C1)C1=NN(C[C@@H]1C1=CC=CC=C1)\C(\NC1CCN(CC1)S(N)(=O)=O)=N/S(=O)(=O)C1=CC=C(C=C1)Cl